C(CN1C(=NC2=C1C=CC(=C2)C(N)=O)C=2C1=C(SC2C(=O)O)C(=CC=C1Cl)F)N1C(=NC2=C1C=CC(=C2)C(N)=O)C=2C1=C(SC2C(=O)O)C(=CC=C1Cl)F 3,3'-(ethane-1,2-diylbis(5-carbamoyl-1H-benzo[d]imidazole-1,2-diyl))bis(4-chloro-7-fluoro-benzo[b]thiophene-2-carboxylic acid)